(S)-4-(3-hydroxy-piperidin-1-yl)-3-nitrobenzonitrile O[C@@H]1CN(CCC1)C1=C(C=C(C#N)C=C1)[N+](=O)[O-]